3-amino-4,4,4-trifluorobutan-1-ol NC(CCO)C(F)(F)F